N1=CC(=C2N1C=CC=N2)C(=O)ON2CCC[C@@H]2C2=C(C=CC(=C2)F)F (R)-(5-(2,5-difluorophenyl) pyrrolidin-1-yl) pyrazolo[1,5-a]pyrimidine-3-carboxylate